C(C)(C)(C)OC(=O)N(C)CC1=CN=C2N1C=C(C=C2)C2=C(OCCC=1C(=NN(C1C)C)C(=O)OCC)C=C(C=C2)F ethyl 4-(2-(2-(3-(((tert-butoxycarbonyl) (methyl) amino) methyl) imidazo[1,2-a]pyridin-6-yl)-5-fluorophenoxy) ethyl)-1,5-dimethyl-1H-pyrazole-3-carboxylate